(2S)-1-[2-[4-[(2-oxochromen-4-yl)amino]-1-piperidyl]acetyl]pyrrolidine-2-carbonitrile O=C1OC2=CC=CC=C2C(=C1)NC1CCN(CC1)CC(=O)N1[C@@H](CCC1)C#N